C(CC(=O)NO)C(=O)NO N,N'-dihydroxybutanediamide